3,6-dimethoxy-2-(2-methoxyphenyl)-4H-chromen-4-one COC1=C(OC2=CC=C(C=C2C1=O)OC)C1=C(C=CC=C1)OC